4-propyl-1,2,3,4,5,6-hexahydroazepino[4,5-b]indole C(CC)C1NCCC2=C(NC=3C=CC=CC23)C1